methyl 4-(aminomethyl)-3-fluoro-benzoate hydrochloride Cl.NCC1=C(C=C(C(=O)OC)C=C1)F